(S)-5-nitro-4-(((tetrahydrofuran-2-yl)methyl)amino)thiophene-2-carboxylic acid methyl ester COC(=O)C=1SC(=C(C1)NC[C@H]1OCCC1)[N+](=O)[O-]